3-(4,6-diphenylpyrimidin-2-yl)-2,4,5,6-tetrakis(5H-pyrido[3,2-b]indol-5-yl)benzonitrile C1(=CC=CC=C1)C1=NC(=NC(=C1)C1=CC=CC=C1)C=1C(=C(C#N)C(=C(C1N1C2=C(C=3C=CC=CC13)N=CC=C2)N2C1=C(C=3C=CC=CC23)N=CC=C1)N1C2=C(C=3C=CC=CC13)N=CC=C2)N2C1=C(C=3C=CC=CC23)N=CC=C1